C(CCCCCCCCC)(=O)OCC ethyl decanoat